BrC=1C=NC2=C(C=C(C=C2C1)OC(C(=O)NC(C#C)(C)C)SC)C 2-[(3-bromo-8-methyl-6-quinolinyl)oxy]-N-(1,1-dimethyl-2-propyn-1-yl)-2-(methylthio)acetamide